3-amino-1H-1,2,4-triazole-5-carboxylic acid NC1=NNC(=N1)C(=O)O